C1=CC=C(C=C1)NC2=CC=CC=C2 The molecule is an aromatic amine containing two phenyl substituents. It has been used as a fungicide for the treatment of superficial scald in apples and pears, but is no longer approved for this purpose within the European Union. It has a role as a carotogenesis inhibitor, an antioxidant, an EC 1.3.99.29 [phytoene desaturase (zeta-carotene-forming)] inhibitor and an antifungal agrochemical. It is an aromatic amine, a secondary amino compound and a bridged diphenyl fungicide.